(2s,4R)-2-((1S,6R)-6-Phenyl-3-azabicyclo[4.1.0]heptan-3-carbonyl)-7-oxa-5-azaspiro[3.4]octan-6-on C1(=CC=CC=C1)[C@@]12CCN(C[C@H]2C1)C(=O)C1CC2(C1)NC(OC2)=O